ClC1=C(C=C(C=C1)F)C1CCC(CC1)CCNC1CCN(CC1)C N-{2-[4-(2-Chloro-5-fluorophenyl)cyclohexyl]ethyl}-1-methylpiperidin-4-amine